OC[C@@]12[C@@H]([C@@H]([C@H]([C@@H](OC1)O2)NC2=NC(=CC=C2)C(F)(F)F)O)O (1S,2R,3R,4R,5S)-1-(hydroxymethyl)-4-((6-(trifluoromethyl)pyridin-2-yl)amino)-6,8-dioxabicyclo[3.2.1]octane-2,3-diol